CC1(CC(CO1)CO)C (5,5-dimethyltetrahydrofuran-3-yl)methanol